6-[[4-(1,3-Benzothiazol-2-ylamino)-5,6,7,8-tetrahydrophthalazin-1-yl]amino]pyridine-2-carboxylic acid S1C(=NC2=C1C=CC=C2)NC2=NN=C(C=1CCCCC21)NC2=CC=CC(=N2)C(=O)O